FC(SC1=C(C=CC=C1)C1=CC=CC=C1)(F)F ((trifluoromethyl)thio)-(1,1'-biphenyl)